COC1=NC=C(C(=N1)OC)C=1C=C(C=2N(N1)C=C(N2)C(=O)O)[C@@H]2[C@H](C2)C2=CC=C(C=C2)F 6-(2,4-dimethoxypyrimidin-5-yl)-8-[(1S,2S)-2-(4-fluorophenyl)cyclopropyl]imidazo[1,2-b]pyridazine-2-carboxylic acid